ethyl-1,4-diacetyl-1,4-dihydropyrazolo[4,3-c]pyrazole C(C)C=1C2=C(N(N1)C(C)=O)C=NN2C(C)=O